C1(=CC=CC=C1)OC(NC1=CC(=NN1C1=CC=CC=C1)C(C)(C)C)=O (3-(tert-butyl)-1-phenyl-1H-pyrazol-5-yl)carbamic acid phenyl ester